N,N-dimethylaminopropionic acid CN(C)C(C(=O)O)C